tert-butyl (2S)-2-[[(2S,3S)-2-(benzyloxycarbonylamino)-3-methyl-pentanoyl]-methyl-amino]propanoate C(C1=CC=CC=C1)OC(=O)N[C@H](C(=O)N([C@H](C(=O)OC(C)(C)C)C)C)[C@H](CC)C